4-(pyridin-4-yl)butyraldehyde N1=CC=C(C=C1)CCCC=O